(benzylaminocarbonyl)ethylene C(C1=CC=CC=C1)NC(=O)C=C